The molecule is an extended flavonoid that is the 3S*-diastereomer of nigrasin A. It has been isolated from the twigs of Morus nigra. It has a role as a plant metabolite. It is an extended flavonoid, an organic heteropentacyclic compound and a polyphenol. CC(=CC[C@@]12C3=C(C=C(C=C3)O)O[C@@]1(C(=O)C4=C(O2)C=C5C(=C4O)C[C@@H](C(O5)(C)C)O)O)C